ClC=1C(=NC=NC1OC1=CC=C(C=C1)O)NC(C1=C(C=C(C=C1)F)F)=O N-(5-chloro-6-(4-hydroxyphenoxy)pyrimidin-4-yl)-2,4-difluorobenzamide